3-(bis(2-((tert-butyldimethylsilyl)oxy)dodecyl)amino)propyl (4-(bis(2-((tert-butyldimethylsilyl)oxy)dodecyl)amino)butanoyl)-L-histidinate [Si](C)(C)(C(C)(C)C)OC(CN(CCCC(=O)N[C@@H](CC1=CNC=N1)C(=O)OCCCN(CC(CCCCCCCCCC)O[Si](C)(C)C(C)(C)C)CC(CCCCCCCCCC)O[Si](C)(C)C(C)(C)C)CC(CCCCCCCCCC)O[Si](C)(C)C(C)(C)C)CCCCCCCCCC